ClC=1C=C(C=CC1)C1N(CCC1)C1=CC(=CC(N1)=O)N1[C@@H](COCC1)C 6-[2-(3-chlorophenyl)pyrrolidin-1-yl]-4-[(3R)-3-methylmorpholin-4-yl]-1H-pyridin-2-one